7,11-dimethyl-3-methylidenedodeca-1,6,10-triene CC(=CCCC(C=C)=C)CCC=C(C)C